C(#N)C1=CN(C2=CC=CC=C12)C(C)C 3-Cyano-1-isopropyl-indol